C(=O)=C1C(OCC1)C1C(=O)NC(C1)=O (carbonyltetrahydrofuranyl)succinimid